N-methyl-4-(6-((5-(2-oxopyrrolidin-1-yl)-pyridin-3-yl)amino)-pyridin-3-yl)benzamide CNC(C1=CC=C(C=C1)C=1C=NC(=CC1)NC=1C=NC=C(C1)N1C(CCC1)=O)=O